N-(5-carbamoyl-1,3,4-thiadiazol-2-yl)-2'-chloro-5'-methoxy-6-methyl-[4,4'-bipyridine]-3-carboxamide C(N)(=O)C1=NN=C(S1)NC(=O)C=1C=NC(=CC1C1=CC(=NC=C1OC)Cl)C